FC(\C=C/C(F)(F)F)(F)F cis-1,1,1,4,4,4-hexafluoro-2-buten